1-((1S,2S,5R)-3-Azabicyclo[3.1.0]hexane-2-carbonyl)piperidine [C@H]12[C@H](NC[C@@H]2C1)C(=O)N1CCCCC1